1-(2-(2-(2,2-difluoroethoxy)-5-fluorophenyl)ethyl)-N-methyl-3-(1-(tetrahydro-2H-pyran-4-yl)-1H-pyrazol-4-yl)pyrazolo[1,5-a]pyrimidin-5-amine FC(COC1=C(C=C(C=C1)F)CCN1CC(=C2N1C=CC(=N2)NC)C=2C=NN(C2)C2CCOCC2)F